ClC1N(C(=C2NC=NC2=N1)Cl)C 2,6-dichloro-N-methyl-7H-purine